1-(2-chloroethyl)-3-(3-chlorophenyl)urea ClCCNC(=O)NC1=CC(=CC=C1)Cl